N1(CCCCC1)C1CCN(CC1)CC1=CC=C(C=C1)NC(C1=CC=C(C=C1)NC1=CC=C(C=C1)Cl)=O N-(4-([1,4'-bipiperidin]-1'-ylmethyl)phenyl)-4-((4-chlorophenyl)amino)benzamide